4-(2-fluorophenoxy)benzaldehyde FC1=C(OC2=CC=C(C=O)C=C2)C=CC=C1